tert-butyl (4-amino-3-(cyclobutylmethoxy)benzyl)carbamate NC1=C(C=C(CNC(OC(C)(C)C)=O)C=C1)OCC1CCC1